FC1(CN(C1)C1=CC(=NC=C1)N1N=CC(=C1)S(=O)(=O)NC=1C=CC=C2C=NN(C12)C)C 1-[4-(3-fluoro-3-methylazetidin-1-yl)pyridin-2-yl]-N-(1-methylindazol-7-yl)pyrazole-4-sulfonamide